6-Chloro-3-[[(1R)-1-[3,6-dimethyl-2-(2-methyl-indazol-5-yl)-4-oxo-chromen-8-yl]ethyl]-amino]pyridine-2-carboxamide ClC1=CC=C(C(=N1)C(=O)N)N[C@H](C)C=1C=C(C=C2C(C(=C(OC12)C1=CC2=CN(N=C2C=C1)C)C)=O)C